FC=1C(=CC2=C(N=C(O2)S)C1)C(F)(F)F 5-fluoro-6-(trifluoromethyl)benzo[d]oxazol-2-thiol